OC=1C=C(C=CC1O)CCNC(=O)C(C(=O)[O-])C(CC(=O)[O-])O ({[2-(3,4-dihydroxyphenyl) ethyl] amino} carbonyl)-3-hydroxyglutarate